NC1=NC(=NC=C1)C1=CC=CC=2N=C(SC21)N 7-(4-Aminopyrimidin-2-yl)benzo[d]Thiazol-2-amine